dimethyl-1-benzothiophene-2-carboxamide CC1=CC=CC2=C1C(=C(S2)C(=O)N)C